tert-butyl (S)-3-(4-((5-((2-bromo-6-chlorophenyl)carbamoyl)-4-methoxypyrimidin-2-yl)amino)-2-methylphenyl)pyrrolidine-1-carboxylate BrC1=C(C(=CC=C1)Cl)NC(=O)C=1C(=NC(=NC1)NC1=CC(=C(C=C1)[C@H]1CN(CC1)C(=O)OC(C)(C)C)C)OC